diethyl-ammonium chloride salt [Cl-].C(C)[NH2+]CC